3-(4-(2-(trifluoromethyl)phenyl)piperidine-1-carbonyl)-1,4,6,7-tetrahydro-5H-pyrazolo[3,4-c]pyridin-5-one FC(C1=C(C=CC=C1)C1CCN(CC1)C(=O)C1=NNC=2CNC(CC21)=O)(F)F